2-(4-(6-((4-chloro-2-methoxybenzyl)oxy)pyridin-2-yl)-3-fluorobenzyl)-1-((1-(cyanomethyl)cyclopropyl)methyl)-1H-benzo[d]imidazole-6-carboxylic acid ClC1=CC(=C(COC2=CC=CC(=N2)C2=C(C=C(CC3=NC4=C(N3CC3(CC3)CC#N)C=C(C=C4)C(=O)O)C=C2)F)C=C1)OC